ClC=1C(=C(NC2=NC=NC3=CC=C(C=C23)C2(CN(C2)C(=O)OC(C)(C)C)F)C=CC1Cl)F tert-butyl 3-[4-(3,4-dichloro-2-fluoro-anilino)quinazolin-6-yl]-3-fluoro-azetidine-1-carboxylate